(S)-5-((4-((2-hydroxy-1-phenylethyl)amino)-5-(5-(pyridin-2-yl)-1,3,4-oxadiazol-2-yl)pyridin-2-yl)amino)-3,3-dimethyl-2-propylisoindolin-1-one OC[C@H](C1=CC=CC=C1)NC1=CC(=NC=C1C=1OC(=NN1)C1=NC=CC=C1)NC=1C=C2C(N(C(C2=CC1)=O)CCC)(C)C